(S)-S-adenosylmethionine [C@@H]1([C@H](O)[C@H](O)[C@@H](C[S+](CC[C@H](N)C(=O)O)C)O1)N1C=NC=2C(N)=NC=NC12